Cl.Cl.Cl.Cl.NC1=NC(=C(C(=N1)N)N)N 2,4,5,6-Tetraaminopyrimidine Tetrahydrochloride